(R)-8-(4-(4-(3-aminopyrrolidin-1-yl)-4-oxobutyl)piperazin-1-yl)-9-ethyl-6,6-dimethyl-11-oxo-6,11-dihydro-5H-benzo[b]carbazole-3-carbonitrile N[C@H]1CN(CC1)C(CCCN1CCN(CC1)C=1C(=CC2=C(C(C=3NC4=CC(=CC=C4C3C2=O)C#N)(C)C)C1)CC)=O